7,21-dihydroxy-20-methylpregn-4-en-3-one OC1[C@H]2[C@@H]3CC[C@H](C(CO)C)[C@]3(CC[C@@H]2[C@]2(CCC(C=C2C1)=O)C)C